5-Cyano-6-methoxy-3,4-dimethyl-N-(3-methyl-1H-indazol-5-yl)picolinamide C(#N)C=1C(=C(C(=NC1OC)C(=O)NC=1C=C2C(=NNC2=CC1)C)C)C